(2R,3R,4S,5R,6R)-2-(acetoxymethyl)-6-(2-(2-((N-((2-azidoethoxy)carbonyl)sulfamoyl)amino)ethoxy)ethoxy)tetrahydro-2H-pyran-3,4,5-triyl triacetate C(C)(=O)O[C@@H]1[C@H](O[C@H]([C@@H]([C@H]1OC(C)=O)OC(C)=O)OCCOCCNS(NC(=O)OCCN=[N+]=[N-])(=O)=O)COC(C)=O